N-(2,6-dibromo-4-methoxyphenyl)-4-(2-methylimidazo[1,2-a]pyrimidin-3-yl)thiazol-2-amine BrC1=C(C(=CC(=C1)OC)Br)NC=1SC=C(N1)C1=C(N=C2N1C=CC=N2)C